N-[2-oxo-2-(1,2,3,4-tetrahydronaphthalen-1-ylamino)ethyl]-4-[(phenylmethyl)oxy]benzamide O=C(CNC(C1=CC=C(C=C1)OCC1=CC=CC=C1)=O)NC1CCCC2=CC=CC=C12